bis[N-(spiro-9,9'-bifluoren-2-yl)-N-phenylamino]biphenyl tert-butyl-5-[2,6-bis(benzyloxy)pyridin-3-yl]-3',6'-dihydro-2'H-[2,4'-bipyridine]-1'-carboxylate C(C)(C)(C)OC(=O)N1CCC(=CC1)C1=NC=C(C=C1)C=1C(=NC(=CC1)OCC1=CC=CC=C1)OCC1=CC=CC=C1.C1=C(C=CC=2C3=CC=CC=C3C3(C4=CC=CC=C4C4=CC=CC=C43)C12)N(C1=CC=CC=C1)C1=CC=C(C=C1)C1=CC=C(C=C1)N(C1=CC=2C4(C3=CC=CC=C3C2C=C1)C1=CC=CC=C1C1=CC=CC=C14)C1=CC=CC=C1